C(=O)(OOOC(C)CC)OC(=O)[O-] s-butylperoxy dicarbonate